C(#N)C1=C(OC=2C(=C3C(N(C=NC3=CC2)[C@H]2COC3(C2)CCN(CC3)C(CC(C)(C)C)=O)=O)F)C(=CC=C1NS(N(C)CC)(=O)=O)F (3R)-3-[6-[2-cyano-3-[[ethyl(methyl)sulfamoyl]amino]-6-fluoro-phenoxy]-5-fluoro-4-oxo-quinazolin-3-yl]-8-(3,3-dimethylbutanoyl)-1-oxa-8-azaspiro[4.5]decane